asparagine, ammonium salt [NH4+].N[C@@H](CC(N)=O)C(=O)[O-]